OC1=C2C(=CN=C1)OCC2 4-hydroxy-2,3-dihydrofuro[2,3-c]pyridine